N-((S)-1-(2-fluoro-5-(4,4,5,5-tetramethyl-1,3,2-dioxaborolan-2-yl)phenyl)ethyl)-2-ethylpropane-2-sulfinamide FC1=C(C=C(C=C1)B1OC(C(O1)(C)C)(C)C)[C@H](C)NS(=O)C(C)(C)CC